1-(2,3-dihydro-1H-inden-5-yl)propan-1-one C1CCC2=CC(=CC=C12)C(CC)=O